N(C(=N)N)C1=CC(=C(C(=O)OC=2C=3N(C(=CC2)CC(=O)O)N=CN3)C=C1)C#CCOCC#C 2-(8-((4-Guanidino-2-(3-(prop-2-yn-1-yloxy)prop-1-yn-1-yl)benzoyl)oxy)-[1,2,4]triazolo[1,5-a]pyridin-5-yl)acetic acid